triamino-naphthylmethyl-triazine methyl-3-amino-4-(4-(4-(dimethylcarbamoyl)oxazol-2-yl)-1,4-diazepan-1-yl)thieno[2,3-b]pyridine-2-carboxylate COC(=O)C1=C(C=2C(=NC=CC2N2CCN(CCC2)C=2OC=C(N2)C(N(C)C)=O)S1)N.NC1=C(C(=C(C2=CC=CC=C12)CC1=NN=NC=C1)N)N